(3R,6S)-5-(6-(benzyloxy)pyrimidin-4-yl)-7-(difluoromethoxy)-2-methyl-4-nitro-3,6-dihydro-3,6-methanobenzo[c]azocin-1(2H)-one C(C1=CC=CC=C1)OC1=CC(=NC=N1)C=1[C@H]2C3=C(C(N([C@@H](C1[N+](=O)[O-])C2)C)=O)C=CC=C3OC(F)F